C(=O)(OCC1C2=CC=CC=C2C2=CC=CC=C12)N[C@H](CC1=CN=C2C(C=CC=C12)=[N+]=[N-])C(=O)O Fmoc-(R)-7-diazotryptophan